tris(diethyldithiocarbamate) indium [In+3].C(C)N(C([S-])=S)CC.C(C)N(C([S-])=S)CC.C(C)N(C([S-])=S)CC